7-bromo-6-methylpyrazolo[1,5-a]pyridine BrC1=C(C=CC=2N1N=CC2)C